F[C@@H]1C2CC[C@@H](C[C@@H]1N(C1=CN=C(N=N1)C=1C=C3C=CN(C(C3=CC1O)=O)C)C)N2 6-(6-{[(2r,3s,5s)-2-fluoro-8-azabicyclo[3.2.1]oct-3-yl](methyl)amino}-1,2,4-triazin-3-yl)-7-hydroxy-2-methyl-1,2-dihydroisoquinolin-1-one